N[C@@H]1CN(CC1)C1=C(C=NC(=C1C1=CC(=CC(=C1)F)F)C#N)C(=O)NC1CC(C1)(F)F 4-[(3S)-3-aminopyrrolidin-1-yl]-6-cyano-N-(3,3-difluorocyclobutyl)-5-(3,5-difluorophenyl)pyridine-3-carboxamide